N=S(=O)(C1=CC=C(C=C1)C1=C2C(=NC(=C1)N1[C@@H](COCC1)C)C(=NN2C)C2=NNC=C2)C Imino(methyl)(4-{1-methyl-5-[(3R)-3-methylmorpholin-4-yl]-3-(1H-pyrazol-3-yl)-1H-pyrazolo[4,3-b]pyridin-7-yl}phenyl)-lambda6-sulfanon